(1r,2s,5r)-N-(4-methoxyphenyl)-5-methyl-2-(1-methylethyl)-cyclohexane-carboxamide COC1=CC=C(C=C1)NC(=O)[C@H]1[C@@H](CC[C@H](C1)C)C(C)C